ClC=1C=CC(=C(C(=O)NC2=C(C=C(C(=C2)Cl)C(C#N)C2=CC=C(C=C2)Cl)C)C1)O 5-chloro-N-(5-chloro-4-((4-chlorophenyl)(cyano)methyl)-2-methylphenyl)-2-hydroxybenzamide